1-(1-(ethylsulfonyl)ethyl)-5-(1H-indol-4-yl)-3-((R)-3-methylmorpholino)pyrazin-2(1H)-one C(C)S(=O)(=O)C(C)N1C(C(=NC(=C1)C1=C2C=CNC2=CC=C1)N1[C@@H](COCC1)C)=O